germanium-barium [Ba].[Ge]